C1(CC1)C=1C(=NSC1C(=O)NC1=CC(=NC=C1)C(F)(F)F)C1=CC=C(C=C1)F 4-CYCLOPROPYL-3-(4-FLUOROPHENYL)-N-(2-(TRIFLUOROMETHYL)PYRIDIN-4-YL)ISOTHIAZOLE-5-CARBOXAMIDE